FC1=CC(=CC=2N=C(OC21)C=2C=C(C=CC2)C2=C(C=C(C=C2)F)C2=NN=CN2C)C(=O)OC Methyl 7-fluoro-2-(4'-fluoro-2'-(4-methyl-4H-1,2,4-triazol-3-yl)-[1,1'-biphenyl]-3-yl)benzo[d]oxazole-5-carboxylate